ClC1=CC(=C(CN2N=CC(=C2)O)C=C1)F 1-(4-chloro-2-fluorobenzyl)-1H-pyrazol-4-ol